copper-aluminum-Nickel [Ni].[Al].[Cu]